COC1=CC=C2CCC(C(C2=C1)=O)S(=O)(=O)C1=CC=C(C)C=C1 7-methoxy-2-p-toluenesulfonyl-1-tetralone